(5-(3-methoxy-cyclohexane-1-carbonyl)-5,6-dihydro-4H-pyrrolo[3,4-d]thiazol-2-yl)-6-methyl-[4,4'-bipyridine]-3-carboxamide COC1CC(CCC1)C(=O)N1CC=2N=C(SC2C1)C1=NC(=CC(=C1C(=O)N)C1=CC=NC=C1)C